(2S,3R,4S,5S,6S)-2-(2-(3-aminopropanamido)-4-(hydroxymethyl)phenoxy)-6-(methoxycarbonyl)tetrahydro-2H-pyran-3,4,5-triyl triacetate C(C)(=O)O[C@H]1[C@@H](O[C@@H]([C@H]([C@@H]1OC(C)=O)OC(C)=O)C(=O)OC)OC1=C(C=C(C=C1)CO)NC(CCN)=O